COC(C1CCN(CC1)C1=NOC(=C1)[C@@H](C(=O)N1[C@@H](C[C@H](C1)O)C(=O)N[C@@H](C)C1=CC=C(C=C1)C1=C(N=CS1)C)C(C)C)OC (2S,4R)-1-[(2S)-2-[3-[4-(dimethoxymethyl)-1-piperidyl]isoxazol-5-yl]-3-methyl-butanoyl]-4-hydroxy-N-[(1S)-1-[4-(4-methylthiazol-5-yl)phenyl]ethyl]pyrrolidine-2-carboxamide